CC=1C=C(C=CC1N=C=O)C1=CC(=C(C=C1)N=C=O)C 3,3'-Dimethyl-biphenyl-4,4'-diyldiisocyanate